Cl.FC1([C@]2(CCNC[C@@H]12)C1=CC(=C(C=C1)N[C@H]1C(NC(CC1)=O)=O)C)F (R)-3-((4-((1S,6S)-7,7-difluoro-3-azabicyclo[4.1.0]heptan-6-yl)-2-methylphenyl)amino)piperidine-2,6-dione HCl salt